3,6,9-docosatriene CCC=CCC=CCC=CCCCCCCCCCCCC